1-ethyl-3-oxocyclobutane-1-carboxylic acid ethyl ester C(C)OC(=O)C1(CC(C1)=O)CC